4-Chloro-7-[(3R)-3-{4-[4-(dibutoxymethyl)piperidin-1-yl]phenyl}piperidin-1-yl]-1H-indole-3-carbonitrile ClC1=C2C(=CNC2=C(C=C1)N1C[C@H](CCC1)C1=CC=C(C=C1)N1CCC(CC1)C(OCCCC)OCCCC)C#N